benzyl (3S)-3-[(3-benzyloxycyclobutyl)-tert-butoxycarbonyl-amino]pyrrolidine-1-carboxylate C(C1=CC=CC=C1)OC1CC(C1)N([C@@H]1CN(CC1)C(=O)OCC1=CC=CC=C1)C(=O)OC(C)(C)C